C(C(C)C)(=O)N[C@H]1C(O)O[C@@H]([C@@H]([C@@H]1O)O)CO N-iso-butanoylgalactosamine